C(C)N1C(N(N=C1CO)C1=C(C=2C(=C(N=NC2)OC2=C(C=CC=C2)C)C(=N1)O[C@H](C(F)(F)F)C)F)=O (S)-4-Ethyl-2-(8-fluoro-4-(o-tolyloxy)-5-((1,1,1-trifluoropropan-2-yl)oxy)pyrido[3,4-d]pyridazin-7-yl)-5-(hydroxymethyl)-2,4-dihydro-3H-1,2,4-triazol-3-one